C(C=C)(=O)OCC(CCl)O 3-chloro-2-Hydroxypropyl acrylate